CN1C([C@H](COC2=C1C=CC=C2)NC(=O)C2=NN1C(CN(CCC1)C1=CC=CC=C1)=C2)=O N-[(3S)-5-methyl-4-oxo-2,3-dihydro-1,5-benzoxazepin-3-yl]-5-phenyl-4,6,7,8-tetrahydropyrazolo[1,5-a][1,4]diazepine-2-carboxamide